1,2,3,4,6-O-pentaacetyl-D-mannopyranose C(C)(=O)C1(O)[C@@](O)([C@@](O)([C@](O)([C@H](O1)COC(C)=O)C(C)=O)C(C)=O)C(C)=O